3-bromo-N-(1-(difluoromethyl)cyclopropyl)-4,5-difluorobenzamide BrC=1C=C(C(=O)NC2(CC2)C(F)F)C=C(C1F)F